C(CCCCCCC)C(C(=O)OCCCCC(OC(NCCN(CCN(C)C)C)=O)CCCCOC(C(CCCCCCCC)CCCCCCCC)=O)CCCCCCCC 11,14-dimethyl-5-{4-[(2-octyl-1-oxodecyl) oxy] butyl}-7-oxo-6-oxa-8,11,14-triazapentadec-1-yl 2-octyldecanoate